2-(2,6-dimethoxy-4-(1,4,5-trimethyl-6-oxo-1,6-dihydropyridin-3-yl)phenyl)acetaldehyde COC1=C(C(=CC(=C1)C1=CN(C(C(=C1C)C)=O)C)OC)CC=O